C(C)OC(=O)C=1C=NC(=NC1)N1CC(N(CC1)C(=O)OC(C)(C)C)(C)C (4-(tert-Butoxycarbonyl)-3,3-dimethylpiperazin-1-yl)pyrimidine-5-carboxylic acid ethyl ester